1,2-dibutyl-piperidinium triflate [O-]S(=O)(=O)C(F)(F)F.C(CCC)[NH+]1C(CCCC1)CCCC